tert-butyl-rel-(2R,3R)-3-[(2-methylpropane-2-sulfinyl)amino]-3-(nitromethyl)-2-({[(CIS)-4-phenylcyclohexyl]oxy}methyl)piperidine-1-carboxylate C(C)(C)(C)OC(=O)N1[C@H]([C@@](CCC1)(C[N+](=O)[O-])NS(=O)C(C)(C)C)CO[C@@H]1CC[C@@H](CC1)C1=CC=CC=C1 |o1:8,9|